ClCC1=NC2=C(C=NC(=C2)C#N)N1C[C@H]1OCC1 (S)-2-(chloromethyl)-3-(oxetan-2-ylmethyl)-3H-imidazo[4,5-c]Pyridine-6-carbonitrile